4-(1-methyl-1H-pyrazol-4-yl)-5-(pyrazolo[1,5-a]pyrimidin-5-yl)-7H-pyrrolo[2,3-d]pyrimidine CN1N=CC(=C1)C=1C2=C(N=CN1)NC=C2C2=NC=1N(C=C2)N=CC1